2'-chloro-5'-methoxy-6-methyl-N-(5-(2-(piperidin-1-yl)ethyl)-1,3,4-thiadiazol-2-yl)-(4,4'-bipyridine)-3-carboxamide ClC1=NC=C(C(=C1)C1=C(C=NC(=C1)C)C(=O)NC=1SC(=NN1)CCN1CCCCC1)OC